4-chloro-7-((2-(trimethylsilyl)ethoxy)methyl)-7H-pyrrolo[2,3-d]pyrimidine-5-carbaldehyde ClC=1C2=C(N=CN1)N(C=C2C=O)COCC[Si](C)(C)C